(d)-2-(2-(azetidin-3-ylidene)propyl)isoindoline-1,3-dione N1CC(C1)=C(CN1C(C2=CC=CC=C2C1=O)=O)C